CCCCCC=CCCCCCC (E or Z)-tridec-6-ene